2,4,6-tris(10-isocyanatodecyl)-2,4,6-triazine N(=C=O)CCCCCCCCCCN1CN(CN(C1)CCCCCCCCCCN=C=O)CCCCCCCCCCN=C=O